1-((R)-2-benzamido-3-cyclohexylpropanoyl)-4-(5-(2-hydroxypropan-2-yl)-1H-1,2,3-triazol-1-yl)pyrrolidine-2-carboxamide C(C1=CC=CC=C1)(=O)N[C@@H](C(=O)N1C(CC(C1)N1N=NC=C1C(C)(C)O)C(=O)N)CC1CCCCC1